C(#N)C1=NC=CC(=C1)OC1CCN(CC1)C(=O)OC(C)(C)C tert-butyl 4-[(2-cyanopyridin-4-yl)oxy]piperidine-1-carboxylate